NC=1C=C(C=C2C=C(N=CC12)NC(=O)[C@H]1[C@@H](C1)C#N)N1C(OC[C@@H]1C)=O trans-N-(8-amino-6-((S)-4-methyl-2-oxooxazolidin-3-yl)isoquinolin-3-yl)-2-cyanocyclopropane-1-carboxamide